pentaerythritol pentaisostearate C(CCCCCCCCCCCCCCC(C)C)(=O)O.C(CCCCCCCCCCCCCCC(C)C)(=O)O.C(CCCCCCCCCCCCCCC(C)C)(=O)O.C(CCCCCCCCCCCCCCC(C)C)(=O)O.C(CCCCCCCCCCCCCCC(C)C)(=O)O.OCC(CO)(CO)CO